1-benzoyl-4-methyl-N-(2-((methylamino)methyl)benzyl)-N-(2-oxo-2-((2'-oxo-1,1',2',3-tetrahydrospiro[indene-2,3'-pyrrolo[2,3-b]pyridin]-5-yl)amino)ethyl)piperidine-4-carboxamide C(C1=CC=CC=C1)(=O)N1CCC(CC1)(C(=O)N(CC(NC=1C=C2CC3(C(NC4=NC=CC=C43)=O)CC2=CC1)=O)CC1=C(C=CC=C1)CNC)C